methyl 2-methylpiperidine-1,4-dicarboxylate CC1N(CCC(C1)C(=O)[O-])C(=O)OC